3-(4-((2-(cyclohex-2-en-1-ylthio)-1-(pyridin-3-yl)-1H-imidazol-5-yl)methoxy)-2-methylphenyl)prop-2-yn-1-yl (2-(4-isopropylpiperazin-1-yl)ethyl)carbamate C(C)(C)N1CCN(CC1)CCNC(OCC#CC1=C(C=C(C=C1)OCC1=CN=C(N1C=1C=NC=CC1)SC1C=CCCC1)C)=O